(((1r,4r)-4-aminocyclohexyl)methyl)-3-chloro-4-(2,6-dimethylmorpholino)aniline NC1CCC(CC1)CNC1=CC(=C(C=C1)N1CC(OC(C1)C)C)Cl